[Cd].[He].C1(=CC=CC=C1)C=1C(=C2C(=CC1)N=C1C=CC3=C4C=CC=CC4=NC3=C12)C1=NN=NC(=C1C1=C(C=CC=C1)C#N)C1=C(C=CC=C1)C#N Phenyl[di(cyanophenyl)triazinyl]Indolocarbazole Helium Cadmium